ClC=1C=CC(=NC1)NC(C1=C(C=CC(=C1)OC)NC(C1=CC=C(C=C1)C(N(C)C)=N)=O)=O N-(5-chloropyridin-2-yl)-2-[[4-(N,N-dimethylcarbamimidoyl)benzoyl]amino]-5-methoxybenzamide